FC1=C(C=CC(=C1)[C@H](CN[C@@H]([C@H]1CNC2=CC=CN=C2C1)C1=CC=CC=C1)C)CC(=O)O |&1:7| 2-(2-fluoro-4-((R and S)-1-(((S)-phenyl((R)-1,2,3,4-tetrahydro-1,5-naphthyridin-3-yl)methyl)amino)propan-2-yl)phenyl)acetic acid